4-(2-chloro-4-aminophenoxy)phenyl-hexafluoropropane ClC1=C(OC2=CC=C(C=C2)C(C(F)(F)F)C(F)(F)F)C=CC(=C1)N